NC1=C2N=CN(C2=NC=N1)[C@@H]1C[C@@H]2COP(O[C@H]3[C@H]([C@@H](O[C@@H]3COP(OC[C@@H]12)(=S)O)N1C2=NC=NC(=C2N=C1)O)O)(=S)O (1S,6S,8R,9R,15R,17R,18R)-8-(6-Amino-9H-purin-9-yl)-3,12,18-trihydroxy-17-(6-hydroxy-9H-purin-9-yl)-2,4,11,13,16-pentaoxa-3λ5,12λ5-diphosphatricyclo[13.3.0.06,9]octadecan-3,12-dithion